N-(4-(pyrrolidin-1-ylsulfonyl)phenyl)-2-((3-(trifluoromethyl)phenyl)sulfonamido)benzamide N1(CCCC1)S(=O)(=O)C1=CC=C(C=C1)NC(C1=C(C=CC=C1)NS(=O)(=O)C1=CC(=CC=C1)C(F)(F)F)=O